2-(6-amino-5-(8-(2-(4-aminobut-1-yn-1-yl)pyridin-4-yl)-3,8-diazabicyclo[3.2.1]octan-3-yl)pyridazin-3-yl)phenol NC1=C(C=C(N=N1)C1=C(C=CC=C1)O)N1CC2CCC(C1)N2C2=CC(=NC=C2)C#CCCN